2-(oxazol-5-yl)ethan-1-ol O1C=NC=C1CCO